(S)-8-[6-((3-(4-fluorophenyl)-5-methylisoxazol-4-yl)methoxy)pyridazin-3-yl]octahydropyrazino[2,1-c][1,4]oxazine FC1=CC=C(C=C1)C1=NOC(=C1COC1=CC=C(N=N1)N1C[C@H]2COCCN2CC1)C